7-bromo-2-(2,6-dioxopiperidin-3-yl)-1-oxoisoindoline-5-carboxylic acid BrC=1C=C(C=C2CN(C(C12)=O)C1C(NC(CC1)=O)=O)C(=O)O